F[C@@H]1[C@@H]([C@]2(CN([C@@]1(C2)C)C)C)N(C2=CC=C(N=N2)C2=C(C=C(C=C2)C2=CC(=NC=C2)OC([2H])([2H])[2H])O)C 2-(6-(((1R,4R,5R,6R)-6-fluoro-1,2,4-trimethyl-2-azabicyclo[2.2.1]heptan-5-yl)(methyl)amino)pyridazin-3-yl)-5-(2-(methoxy-d3)pyridin-4-yl)phenol